C(CCCCCCCCCCCCC)(=O)O.CCCCCCCCCCCCCCCCC heptadecane myristate